C(C)(C)(C)OC(=O)C1NC(C(C1C1=CC(=CC=C1)Cl)C1=C(C(=C(C=C1)Cl)F)F)CC(C)(C)C 4-(4-chloro-2,3-difluorophenyl)-3-(3-chlorophenyl)-5-neopentylpyrrolidine-2-carboxylic acid tert-butyl ester